tert-butyl-3-((4-chloro-7-methoxyquinazolin-6-yl)oxy)azetidine-1-carboxylate C(C)(C)(C)OC(=O)N1CC(C1)OC=1C=C2C(=NC=NC2=CC1OC)Cl